BrC1=NC(=CC(=C1)C)Br 2,6-dibromo-4-picoline